C(C)(C)(C)OC(=O)N1C(CNCC1)CC#N 2-cyanomethylpiperazine-1-carboxylic acid tert-butyl ester